C(C)(C)(C)N1N=CC(=C1)C=1NC2=CC=C(C=C2C1)SCC(=O)O 2-((2-(1-(tert-butyl)-1H-pyrazol-4-yl)-1H-indol-5-yl)thio)acetic acid